(2S)-2-((1S,2S)-3-(tert-butoxycarbonyl)-3-azabicyclo[3.1.0]hexane-2-yl)-2-(4-chlorophenyl)acetic acid C(C)(C)(C)OC(=O)N1[C@@H]([C@H]2CC2C1)[C@@H](C(=O)O)C1=CC=C(C=C1)Cl